2-((4-(5-(5-methoxypyridin-3-yl)-1H-pyrazol-3-yl)piperidin-1-yl)methyl)-4-methylquinazoline COC=1C=C(C=NC1)C1=CC(=NN1)C1CCN(CC1)CC1=NC2=CC=CC=C2C(=N1)C